triisopropyl-((6-(methoxymethoxy)-2-methyl-8-(4,4,5,5-tetramethyl-1,3,2-dioxaborolan-2-yl)naphthalen-1-yl)ethynyl)silane C(C)(C)[Si](C#CC1=C(C=CC2=CC(=CC(=C12)B1OC(C(O1)(C)C)(C)C)OCOC)C)(C(C)C)C(C)C